(1r,2r)-2-fluorocyclopropane-1-carboxylic acid F[C@H]1[C@H](C1)C(=O)O